CC1=CC(=NC=C1C1=C2C(=C3C=C(N=CC3=C1)NC)NC=N2)O 4-methyl-5-(8-(methylamino)-1H-imidazo[4,5-f]isoquinolin-4-yl)pyridin-2-ol